[Cl-].C1(CC1)N1N=CC(=C1)C1C[NH2+]CCO1 2-(1-cyclopropylpyrazol-4-yl)morpholin-4-ium chloride